OC1CC(C1)CCN(CCCCCCCC(=O)N(CCCCCCCCCC)CCCCCCCCCC)CCCCCCCC(=O)N(CCCCCCCCCC)CCCCCCCCCC 8,8'-((2-((1S,3R)-3-hydroxycyclobutyl)-ethyl)azanediyl)bis-(N,N-didecyloctan-amide)